OC[C@H]1O[C@H]([C@H]2[C@@H]1OC(O2)C2=CC=CC=C2)N2C(NC(C=C2)=O)=O 1-((3aR,4R,6R,6aR)-6-(hydroxymethyl)-2-phenyltetrahydrofuro[3,4-d][1,3]dioxol-4-yl)pyrimidine-2,4(1H,3H)-dione